COC(C1=C(C(=C(C=C1)I)O)C)=O 3-hydroxy-4-iodo-2-methylbenzoic acid methyl ester